NC=1C2=C(C(=NC1)NC(OC(C)(C)C)=O)COC2 tert-butyl (7-amino-1,3-dihydrofuro[3,4-c]pyridin-4-yl)carbamate